tert-butyl (3S,4R)-3-fluoro-4-({2-iodo-3-[(trifluoromethyl)sulfanyl]pyrazolo[1,5-a]pyridin-7-yl}amino)piperidine-1-carboxylate F[C@H]1CN(CC[C@H]1NC1=CC=CC=2N1N=C(C2SC(F)(F)F)I)C(=O)OC(C)(C)C